C(=O)O.N12CCC(CC1)(CC2)NC(=O)C2=C1N(C=3C=CC=CC23)CCC1 N-(quinuclidin-4-yl)-2,3-dihydro-1H-pyrrolo[1,2-a]indole-9-carboxamide formate